(E)-1-[2-(2-Cyclopentylethoxy)-6-hydroxyphenyl]-3-(4-hydroxyphenyl)prop-2-en-1-one C1(CCCC1)CCOC1=C(C(=CC=C1)O)C(\C=C\C1=CC=C(C=C1)O)=O